1-(2-{[(1R,2S)-2,6-dimethyl-2,3-dihydro-1H-inden-1-yl]amino}-4-methylpyrimidin-5-yl)ethanone C[C@@H]1[C@H](C2=CC(=CC=C2C1)C)NC1=NC=C(C(=N1)C)C(C)=O